OC(CCC1=NN2C(C=C(C(=C2)C(=O)NC)NC(=O)C2=NC(=CC=C2)C(F)(F)F)=C1)(C)C 2-(3-hydroxy-3-methylbutyl)-N-methyl-5-[[6-(trifluoromethyl)pyridine-2-carbonyl]amino]pyrazolo[1,5-a]pyridine-6-carboxamide